OC1=C(C=C(C(=O)OC)C=C1)I methyl 4-hydroxy-3-iodo-benzoate